2-(3-fluoro-5-isopropyl-2-methoxyphenyl)-2-((R)-3-((6-((R)-1,2,3,4-tetrahydro-1,8-naphthyridin-2-yl)hexyl)oxy)pyrrolidin-1-yl)acetic acid FC=1C(=C(C=C(C1)C(C)C)C(C(=O)O)N1C[C@@H](CC1)OCCCCCC[C@H]1NC2=NC=CC=C2CC1)OC